ClC1=CC=C(C=C1)NC(=O)C=1OC(=CC1)C1=C(C=CC=C1)O N-(4-chlorophenyl)-5-(2-hydroxyphenyl)furan-2-carboxamide